FC(C1=NC2=CC=CC=C2C(=C1)NC1CCC(CC1)NC(=O)C1=CC=NC=C1)(F)F N-[(1s,4s)-4-{[2-(trifluoromethyl)quinolin-4-yl]amino}cyclohexyl]pyridine-4-carboxamide